ClCC(=O)N1CCC2(CC1)CCN(CC2)C2=CC=C(C=C2)[C@H]2[C@H](COC1=CC(=CC=C21)O)C2=CC=CC=C2 2-chloro-1-(9-(4-((3S,4R)-7-hydroxy-3-phenylchroman-4-yl)phenyl)-3,9-diazaspiro[5.5]undecan-3-yl)ethan-1-one